2-(2-oxo-2-(5-(2-(4-(trifluoromethyl)phenoxy)acetyl)-2,5-diazabicyclo[4.1.0]heptan-2-yl)acetamido)nicotinic acid O=C(C(=O)NC1=C(C(=O)O)C=CC=N1)N1C2CC2N(CC1)C(COC1=CC=C(C=C1)C(F)(F)F)=O